N-((1R,3R)-3-acrylamidocyclopentyl)-4-oxo-5-(2-phenylpyridin-4-yl)-4,5-dihydro-3H-1-thia-3,5,8-triazaacenaphthylene-2-carboxamide C(C=C)(=O)N[C@H]1C[C@@H](CC1)NC(=O)C=1SC=2N=CC=C3N(C(NC1C23)=O)C2=CC(=NC=C2)C2=CC=CC=C2